3-((7-chloro-3-((dimethyl(oxo)-λ6-sulfanylidene)amino)benzo[d]isoThiazol-6-yl)thio)propanoic acid methyl ester COC(CCSC1=C(C2=C(C(=NS2)N=S(=O)(C)C)C=C1)Cl)=O